NC=1C=CC(=NC1C)C1=C(NC2=CC(=CC=C12)F)C(=O)N(C(C)C)CC=1OC=CC1 3-(5-amino-6-methylpyridin-2-yl)-6-fluoro-N-(furan-2-ylmethyl)-N-isopropyl-1H-indole-2-carboxamide